(1R,3S)-3-(3-(2-(4-bromophenyl)acetamido)-1H-pyrazol-5-yl)cyclopentyl isopropylcarbamate C(C)(C)NC(O[C@H]1C[C@H](CC1)C1=CC(=NN1)NC(CC1=CC=C(C=C1)Br)=O)=O